C1(=CC=CC2=CC=CC=C12)[C@@H](C)NC(=O)C1=CC=C2C=CNC2=C1 (R)-N-(1-(naphthalen-1-yl)ethyl)-1H-indole-6-carboxamide